4-(4-fluorophenyl)phenylboric acid FC1=CC=C(C=C1)C1=CC=C(C=C1)OB(O)O